Chloro-3-(furan-3-yl)-1-(tetrahydro-2H-pyran-2-yl)-1H-pyrazolo[4,3-b]pyridine ClC1=CC=C2C(=N1)C(=NN2C2OCCCC2)C2=COC=C2